CC(C)(C)OC(=O)NC1CCC(CC1)O tert-Butyl ((1s,4s)-4-hydroxycyclohexyl)carbamate